4-Fluoro-N-(1-(1-((R)-4-(hydroxyamino)-4-oxo-1-(5,5,8,8-tetramethyl-5,6,7,8-tetrahydronaphthalin-2-yl)butan-2-yl)-1H-1,2,3-triazol-4-yl)ethyl)benzamid FC1=CC=C(C(=O)NC(C)C=2N=NN(C2)[C@H](CC2=CC=3C(CCC(C3C=C2)(C)C)(C)C)CC(=O)NO)C=C1